ClC=1C(=CC(=C(C1)B1CC(C(C1)(C)C)(C)C)F)F 1-(5-chloro-2,4-difluorophenyl)-3,3,4,4-tetramethylborolane